FC1=CC=C(OC2=C(SC=C2)C(=O)Cl)C=C1 (4-fluorophenoxy)thiophene-2-carbonyl chloride